4-(4-Cyano-3-hydroxy-6-p-tolyl-pyridin-2-yl)-4-oxo-butyric acid C(#N)C1=C(C(=NC(=C1)C1=CC=C(C=C1)C)C(CCC(=O)O)=O)O